O=C1NCC2=CC=C(C=C12)OC[C@H]1[C@@H](CCNCC1)C1=CC=C(C=C1)N1S(CCC1)(=O)=O 2-[4-((trans)-5-[((3-oxo-2,3-dihydro-1H-isoindol-5-yl)oxy)methyl]azepan-4-yl)phenyl]-1,2-thiazolidine-1,1-dione